bis(1-methyl-3-(3-Methylhexan-3-yl)cyclopentadienyl)zirconium dichloride [Cl-].[Cl-].CC1(C=C(C=C1)C(CC)(CCC)C)[Zr+2]C1(C=C(C=C1)C(CC)(CCC)C)C